oxetan-3-yl (trans-4-(5-(2-(N-(tert-butyl)sulfamoyl)-4-(2-(isopropylamino)-2-oxoethyl)phenyl)thiazol-2-yl)cyclohexyl)carbamate C(C)(C)(C)NS(=O)(=O)C1=C(C=CC(=C1)CC(=O)NC(C)C)C1=CN=C(S1)[C@@H]1CC[C@H](CC1)NC(OC1COC1)=O